2-{[(2S)-1,4-dioxan-2-yl]methyl}-8-(trifluoromethyl)-4,5-dihydro-2H-furo[2,3-g]indazole-7-carboxylic acid O1[C@H](COCC1)CN1N=C2C3=C(CCC2=C1)OC(=C3C(F)(F)F)C(=O)O